CN(C(=O)NC=1C(N(C=C(C1)C(F)(F)F)C)=O)C1CCN(CC1)C1=NC=CN=C1 1-methyl-3-(1-methyl-2-oxo-5-(trifluoromethyl)-1,2-dihydropyridin-3-yl)-1-(1-(pyrazin-2-yl)piperidin-4-yl)urea